C1(CC1)S(=O)(=O)NC=1SC=C(N1)C(CC)NC(C1=CC=C(C=C1)C1=NC(=CN=C1)C)=O N-(1-(2-(cyclopropanesulfonamido)thiazol-4-yl)propyl)-4-(6-methylpyrazin-2-yl)benzamide